S1C=NC2=C1C=CC=C2N2N=CC(=C2C(F)(F)F)C(=O)NC=2C=NC(=C(C2)Cl)N2N=CC=N2 1-(benzo[d]thiazol-4-yl)-N-(5-chloro-6-(2H-1,2,3-triazol-2-yl)pyridin-3-yl)-5-(trifluoromethyl)-1H-pyrazole-4-carboxamide